6-[5-(1,1-difluoro-2-hydroxy-ethyl)-2-pyridyl]-7-fluoro-2-[(4S)-4-[[6-oxo-5-(trifluoromethyl)-1H-pyridazin-4-yl]amino]pentyl]isoquinolin-1-one FC(CO)(F)C=1C=CC(=NC1)C=1C=C2C=CN(C(C2=CC1F)=O)CCC[C@H](C)NC=1C=NNC(C1C(F)(F)F)=O